N-(5-iodoquinolin-8-yl)hex-5-enamide IC1=C2C=CC=NC2=C(C=C1)NC(CCCC=C)=O